2,6-dichloro-3-fluoro-N-(methylsulfanylcarbonimidoyl)pyridine-4-carboxamide ClC1=NC(=CC(=C1F)C(=O)NC(=N)SC)Cl